C1=C(C=CC2=CC=CC=C12)SP(C1=CC=CC=C1)C1=CC=CC=C1 (2-naphthylthio)diphenylphosphine